7-oxo-6-(1,2,3,4-tetrahydronaphthalin-2-carboxamido)hept-2-enoat O=CC(CCC=CC(=O)[O-])NC(=O)C1CC2=CC=CC=C2CC1